Methoxy-benzophenone COC1=C(C(=O)C2=CC=CC=C2)C=CC=C1